COC=1C=C2C(=CN(C(C2=CC1OC)=O)C=1N=CC=2CCCCC2C1)C(=O)N1CCCCC1 6,7-dimethoxy-4-(piperidine-1-carbonyl)-5',6',7',8'-tetrahydro-1H-[2,3'-biisoquinolin]-1-one